CC(C)(C)C1=CC=C(C=C1)NC2=CC(=CC(=C2)C(C)(C)C)C(C)(C)C 4-tert-butyl-n-(3,5-di-tert-butylphenyl)benzenamine